2-fluoro-4-(4,4,5,5-tetramethyl-1,3,2-dioxaborolan-2-yl)-N-(trideuteriomethyl)benzamide FC1=C(C(=O)NC([2H])([2H])[2H])C=CC(=C1)B1OC(C(O1)(C)C)(C)C